4,6-dichloro-1-isopropyl-1H-pyrazolo[3,4-d]pyrimidine ClC1=C2C(=NC(=N1)Cl)N(N=C2)C(C)C